2-(1-methoxy-1-oxoprop-2-yl)pyrrolidine-1-carboxylic acid tert-butyl ester C(C)(C)(C)OC(=O)N1C(CCC1)C(C(=O)OC)C